2,6-dihydroxypyrimidine-4-carboxylic acid OC1=NC(=CC(=N1)C(=O)O)O